NC(CCNC(CCN)CC)CC N3-(3-aminopentyl)-1,3-pentandi-amine